N1N=CC=CC2=C1C1=C(C=C2)NCO1 oxazolidino-benzodiazepine